C1(CCCC1)N(C(=O)OCC1=C(C=NN1C)C1=CC=C(C(=N1)O)O[C@@H]1C[C@H](CCC1)C(=O)O)C |r| (+/-)-(1S,3S)-3-((6-(5-(((cyclopentyl(methyl)carbamoyl)oxy)methyl)-1-methyl-1H-pyrazol-4-yl)-2-hydroxypyridin-3-yl)oxy)cyclohexane-1-carboxylic acid